6-aminoquinoline-3-carbonitrile NC=1C=C2C=C(C=NC2=CC1)C#N